Cl.Cl.CC1(C=2N(CCN1)N=CC2)C 4,4-dimethyl-4,5,6,7-tetrahydropyrazolo[1,5-a]pyrazine dihydrochloride